tert-Butyl (3S)-3-{2-[(1R)-1-hydroxyethyl]-1H-imidazo[4,5-d]thieno[3,2-b]pyridin-1-yl}piperidine-1-carboxylate O[C@H](C)C1=NC=2C(=C3C(=NC2)C=CS3)N1[C@@H]1CN(CCC1)C(=O)OC(C)(C)C